[8-[tert-butoxycarbonyl-(methyl)amino]-6-ethoxycarbonyl-5-oxo-1,8-naphthyridin-3-yl]Boronic acid C(C)(C)(C)OC(=O)N(N1C=C(C(C=2C=C(C=NC12)B(O)O)=O)C(=O)OCC)C